4'-((4-(ethylcarbamoyl)pyridin-2,6-diyl)bis(1H-1,2,3-triazole-4,1-diyl))diphthalic acid C(C)NC(=O)C1=CC(=NC(=C1)C=1N=NN(C1)C1=C(C(C(=O)O)=CC=C1)C(=O)O)C=1N=NN(C1)C1=C(C(C(=O)O)=CC=C1)C(=O)O